5-amino-8-(2-furyl)-3-[2-[4-[4-(2-methoxyethoxy)phenyl]piperazin-1-yl]ethyl]-1-methyl-[1,2,4]triazolo[5,1-f]purine-2-thione NN1C=NC(=C2N3C(N=C12)N(C(N3C)=S)CCN3CCN(CC3)C3=CC=C(C=C3)OCCOC)C=3OC=CC3